3-(3-{[2-(6-Chloro-benzothiazol-2-ylamino)-1-methyl-1H-benzoimidazole-5-carbonyl]-amino}-pyrrolidin-1-yl)-propionic acid ClC1=CC2=C(N=C(S2)NC2=NC3=C(N2C)C=CC(=C3)C(=O)NC3CN(CC3)CCC(=O)O)C=C1